ethyl 3-bromo-2-chloro-6-(chloromethyl)benzoate BrC=1C(=C(C(=O)OCC)C(=CC1)CCl)Cl